C12CNCC(CC1)N2C=2C1=C(N=C(N2)OC[C@]23CCCN3C[C@@H](C2)F)C=C(C(=N1)OC)C1=CC=C(C2=C1N=C(S2)N)F 4-(4-(3,8-diazabicyclo[3.2.1]octan-8-yl)-2-(((2R,7aS)-2-fluorotetrahydro-1H-pyrrolizin-7a(5H)-yl)methoxy)-6-methoxypyrido[3,2-d]pyrimidin-7-yl)-7-fluorobenzo[d]thiazol-2-amine